3-(2-methoxy-4-(trifluoromethyl)styryl)azetidine 2,2,2-trifluoroacetate FC(C(=O)O)(F)F.COC1=C(C=CC2CNC2)C=CC(=C1)C(F)(F)F